4-(5-oxo-4,5-dihydro-1H-tetrazol-1-yl)benzonitrile O=C1NN=NN1C1=CC=C(C#N)C=C1